lithium 2-(pyridin-2-yl)4,6-bis(4-(pyridin-3-yl)phenyl)phenolate N1=C(C=CC=C1)C1=C(C(=CC(=C1)C1=CC=C(C=C1)C=1C=NC=CC1)C1=CC=C(C=C1)C=1C=NC=CC1)[O-].[Li+]